CC1=C(C2=CC=CC=C2C=C1)C1=C(C(C(C1(F)F)(F)F)(F)F)F 1-(2-methyl-1-naphthyl)perfluorocyclopentene